N[C@@H](CC(=O)N1CC=2N(CC1)C(=NC2C(=O)OC)C(F)(F)F)CC2=C(C=C(C(=C2)F)F)F methyl (R)-7-(3-amino-4-(2,4,5-trifluorophenyl)butanoyl)-3-(trifluoromethyl)-5,6,7,8-tetrahydroimidazo[1,5-a]pyrazine-1-carboxylate